N-(1-Cyanocyclopropyl)-9-(5-(difluoromethyl)-1,3,4-thiadiazol-2-yl)-4-(4-hydroxypiperidin-1-yl)-9H-pyrido[2,3-b]indole-7-sulfonamide C(#N)C1(CC1)NS(=O)(=O)C1=CC=C2C3=C(N(C2=C1)C=1SC(=NN1)C(F)F)N=CC=C3N3CCC(CC3)O